FC1=C(ON(P(=O)(N)N)OC2=CC=C(C=C2)Br)C(=C(C(=C1F)F)F)F (S)-(2,3,4,5,6-pentafluoro-phenoxy)-(p-bromophenoxy)-phosphoramide